C(C)C(C)(CCCC(CC)CC)O 2,6-diethyloctan-2-ol